C1(=CC=CC=C1)[B-](C1=CC=CC=C1)(C1=CC=CC=C1)C1=CC=CC=C1.C(C)[PH+](CC)CC triethylphosphonium tetrakis(phenyl)borate